C(C)(C)(C)NC(=O)N(CC(C)O)CCO N-tert-butyl-N'-(2-hydroxyethyl)-N'-(2-hydroxypropyl)urea